(S)-4-(3-(4-acetamidophenyl)-2-((tert-butoxycarbonyl)amino)propanamido)benzoic acid tert-butyl ester C(C)(C)(C)OC(C1=CC=C(C=C1)NC([C@H](CC1=CC=C(C=C1)NC(C)=O)NC(=O)OC(C)(C)C)=O)=O